O1OOC(CC1)S(=O)(=O)O 1,2,3-trioxane-4-sulfonic acid